2-[(9,10-dihydro-4-hydroxy-9,10-dioxo-1-anthracenyl)amino]-5-methyl-benzenesulfonic acid OC1=CC=C(C=2C(C3=CC=CC=C3C(C12)=O)=O)NC1=C(C=C(C=C1)C)S(=O)(=O)O